C(C)S(=O)(=O)N[C@@H]1[C@@H](N(C[C@@H]1F)C(=O)N(C)C)CC=1C(=C(C=CC1)C1=C(C=CC(=C1)F)F)F (2S,3R,4S)-3-[(ethanesulfonyl)amino]-4-fluoro-N,N-dimethyl-2-[(2,2',5'-trifluoro-[1,1'-biphenyl]-3-yl)methyl]pyrrolidine-1-carboxamide